tert-butyl (2-(allyl(1-(3-chloro-2-fluorophenyl)ethyl)amino)ethyl)carbamate C(C=C)N(CCNC(OC(C)(C)C)=O)C(C)C1=C(C(=CC=C1)Cl)F